(2S,4S)-1-(t-butoxycarbonyl)-4-hydroxypyrrolidine-2-carboxylic acid C(C)(C)(C)OC(=O)N1[C@@H](C[C@@H](C1)O)C(=O)O